NC1=C2C(=NC=N1)N(N=C2C2=CC=C(C=C2)OC2=CC=CC=C2)C2CCN(CC2)C2CN(C2)CC2(CN(C2)C(=O)OC(C)(C)C)F Tert-butyl 3-((3-(4-(4-amino-3-(4-phenoxyphenyl)-1H-pyrazolo[3,4-d]pyrimidin-1-yl)-piperidin-1-yl)azetidin-1-yl)methyl)-3-fluoroazetidine-1-carboxylate